tert-butyl 4-(hydroxymethyl)-5-(1-isopropyl-1H-pyrazol-5-yl)-3,6-dihydropyridine-1(2H)-carboxylate OCC=1CCN(CC1C1=CC=NN1C(C)C)C(=O)OC(C)(C)C